CN1CC(C(CC1)NC1=CC=CC2=C1SC(=C2CC(F)(F)F)C#CCNC2=C(C=C(C=C2)P(C)(C)=O)OC)C (4-((3-(7-(((Z)-1,3-dimethylpiperidin-4-yl)amino)-3-(2,2,2-trifluoroethyl)benzo[b]thiophen-2-yl)prop-2-yn-1-yl)amino)-3-methoxyphenyl)dimethylphosphine oxide